BrC1=CC(=C2NC(=C3C2=C1C1=C[C@H](CN([C@@H]1C3)C)C(=O)O)Br)Br (6aR,9R)-1,3,5-tribromo-7-methyl-4,6,6a,7,8,9-hexahydroindolo[4,3-fg]quinoline-9-carboxylic acid